2-bromo-1-methylimidazole BrC=1N(C=CN1)C